O=C1NC(CCC1CNC=1C=C(C=CC1)S(=O)(=O)F)=O 3-(((2,6-dioxopiperidin-3-yl)methyl)amino)benzenesulfonyl fluoride